FC1(OC=2C(=CC=3C(N(CC3C2)C2=C(C=C(C=N2)OC(C#N)(C)C)S(=O)(=O)CC)=O)O1)F 2-[[6-(2,2-difluoro-7-oxo-5H-[1,3]dioxolo[4,5-f]isoindol-6-yl)-5-ethylsulfonyl-3-pyridyl]oxy]-2-methyl-propanenitrile